2-bromo-3-chloro-1,1'-biphenyl BrC1=C(C=CC=C1Cl)C1=CC=CC=C1